OCC=1C=C(C=CC1)C1=CC=CC=C1 3'-(hydroxymethyl)-[1,1'-biphenyl]